2-(4-cyclopropyl-6-methoxypyrimidin-5-yl)-8-({4-[1-methyl-4-(trifluoromethyl)imidazol-2-yl]phenyl}methyl)-6H-pyrimido[5,4-b][1,4]oxazin-7-one C1(CC1)C1=NC=NC(=C1C=1N=CC=2OCC(N(C2N1)CC1=CC=C(C=C1)C=1N(C=C(N1)C(F)(F)F)C)=O)OC